ClC1=C(C=CC=C1Cl)N1C(=NC(=C(C1=O)NC1CCC(CC1)(C)N)C)C 3-(2,3-dichlorophenyl)-2-methyl-6-methyl[(cis)-4-amino-4-methylcyclohexyl]amino-3,4-dihydropyrimidin-4-one